FC(C1=NN=C(O1)C=1C=CC2=C(C(N(C(O2)(C2=CC=C(C=C2)OC(F)(F)F)C)C)=O)C1)F 6-[5-(difluoromethyl)-1,3,4-oxadiazol-2-yl]-2,3-dimethyl-2-[4-(trifluoromethoxy)phenyl]-2,3-dihydro-4H-1,3-benzoxazin-4-one